ClC=1C=C2C=CN(C2=C(C1)C1=C2C(=NC=C1)C=C(S2)CN2C(N(C(=CC2=O)OC)C)=O)CC2(CCNCC2)C#N 4-((5-chloro-7-(2-((4-methoxy-3-methyl-2,6-dioxo-3,6-dihydropyrimidin-1(2H)-yl)methyl)thieno[3,2-b]pyridin-7-yl)-1H-indol-1-yl)methyl)piperidine-4-carbonitrile